O=C1N(C(CN1CC#N)=O)CC#N 2,5-Dioxoimidazolidine-1,3-diacetonitrile